rac-(R)-4-((3-(4-((1H-pyrazol-3-yl)methoxy)-2,3-difluorophenyl)imidazo[1,2-a]pyrazin-8-yl)amino)-N-(1-aminopropan-2-yl)-2-ethylbenzamide N1N=C(C=C1)COC1=C(C(=C(C=C1)C1=CN=C2N1C=CN=C2NC2=CC(=C(C(=O)N[C@@H](CN)C)C=C2)CC)F)F |r|